3,4,5-trimethoxyphenyl-allyl alcohol COC=1C=C(C=C(C1OC)OC)C=CCO